(4-sulfophenyl)ethylene S(=O)(=O)(O)C1=CC=C(C=C1)C=C